(R,E)-N-((1,2,3,5,6,7-Hexahydro-s-indacen-4-yl)carbamoyl)-2-(1-(Pyrazin-2-carbonyl)pyrrolidin-2-yl)ethensulfonamid C1CCC2=C(C=3CCCC3C=C12)NC(=O)NS(=O)(=O)\C=C\[C@@H]1N(CCC1)C(=O)C1=NC=CN=C1